[Cl-].[Cl-].P(=O)(OC1=CC=CC=C1)(OC1=CC=CC=C1)[O-] diphenyl phosphate dichloride